FC1=C(C2=C(C=CO2)C=C1)C=1C2=C(C(=NC1C1=NN3C([C@H](N(C[C@@H]3C)C(C=C)=O)C)=C1)C1=CC3=C(N(C=N3)C)C=C1)C=CS2 1-((4R,7S)-2-(7-(6-fluorobenzofuran-7-yl)-4-(1-methyl-1H-benzo[d]imidazol-5-yl)thieno[3,2-c]pyridin-6-yl)-4,7-dimethyl-6,7-dihydropyrazolo[1,5-a]pyrazin-5(4H)-yl)prop-2-en-1-one